methanol undecylenate C(CCCCCCCCC=C)(=O)OC